FC1(CN(CC1)CC1=C(C=CC(=N1)NC=1C=CC(=C2CNC(C12)=O)C1=CN=C2N1C=CC(=C2)F)[C@@H]2COCC2)F (R)-7-((6-((3,3-difluoropyrrolidin-1-yl)methyl)-5-(tetrahydrofuran-3-yl)pyridin-2-yl)amino)-4-(7-fluoroimidazo[1,2-a]pyridin-3-yl)isoindolin-1-one